1-oxo-4-hydroxymethyl-2,6,7-trioxa-1-phospha-bicyclo-[2.2.2]octane O=P12OCC(CO1)(CO2)CO